1,3,5-tri(bromomethyl)-2,4,6-trimethylbenzene BrCC1=C(C(=C(C(=C1C)CBr)C)CBr)C